2-[4-({[2-(3-{[6-(1-cyano-1-methylethyl)pyridin-3-yl]amino}prop-1-yn-1-yl)-1-(2,2,2-trifluoroethyl)-1H-indol-5-yl]methyl}amino)piperidin-1-yl]-N-(pyridin-3-yl)acetamide C(#N)C(C)(C)C1=CC=C(C=N1)NCC#CC=1N(C2=CC=C(C=C2C1)CNC1CCN(CC1)CC(=O)NC=1C=NC=CC1)CC(F)(F)F